C(C1=CC=CC=C1)OC1=C(N(N=C1C)CCC)C=1OC(=C(N1)C=1N=C(N2C1C=NC(=C2)C)C(NCC2=C(C=C(C=C2)OC)OC)=O)C(=O)OCC ethyl 2-(4-benzyloxy-5-methyl-2-propyl-pyrazol-3-yl)-4-[3-[(2,4-dimethoxyphenyl)methylcarbamoyl]-6-methyl-imidazo[1,5-a]pyrazin-1-yl]oxazole-5-carboxylate